C(C)(=O)[O-].C(C)[NH+]1CCCC1 N-Ethylpyrrolidinium acetat